6-chloropyridine-4-carboxylic acid methyl ester COC(=O)C1=CC=NC(=C1)Cl